CSCCCC#N 4-(methylthio)butyronitrile